1-((S)-1-(6-amino-3-chloropyridazin-4-yl)-2-methoxyethyl)-4-(trifluoromethyl)imidazolidin-2-one NC1=CC(=C(N=N1)Cl)[C@@H](COC)N1C(NC(C1)C(F)(F)F)=O